C(N)(O[C@H]1[C@@H]2CNC[C@@]12C(C)(C)C)=O tert-butyl-((1r,5s,6s)-3-azabicyclo[3.1.0]hexane-6-yl) carbamate